5-(azetidin-3-yl)-3-methylisoxazole N1CC(C1)C1=CC(=NO1)C